(2R)-N-((S or R)-(3-chloro-2,4-difluorophenyl)(5-chloro-6-(trifluoromethyl)pyridin-2-yl)methyl)-2-methyl-3-oxopiperazine-1-carboxamide ClC=1C(=C(C=CC1F)[C@H](NC(=O)N1[C@@H](C(NCC1)=O)C)C1=NC(=C(C=C1)Cl)C(F)(F)F)F |o1:8|